N-(4-acetyl-2,3-dihydro-1H-inden-5-yl)acetamide C(C)(=O)C1=C2CCCC2=CC=C1NC(C)=O